C(C)(C)(C)OC(N(C1=NC(=NC(=C1)Cl)Cl)C(=O)OC(C)(C)C)=O (tert-butoxycarbonyl)(2,6-dichloropyrimidin-4-yl)carbamic acid tert-butyl ester